C(CC)C1=NN2C(C=C(C=C2)C(=O)OC)=C1 methyl 2-propylpyrazolo[1,5-a]pyridine-5-carboxylate